(2S)-3-hydroxy-2-{4-[(2-methylpentyl)oxy]phenyl}propanoic acid OC[C@@H](C(=O)O)C1=CC=C(C=C1)OCC(CCC)C